CS(=O)(=O)OCC1=NN2C(CN(CCC2)C(=O)OC(C)(C)C)=C1 tert-butyl 2-(((methylsulfonyl)oxy)methyl)-7,8-dihydro-4H-pyrazolo[1,5-a][1,4]diazepine-5(6H)-carboxylate